tris(methylamino)aluminum CN[Al](NC)NC